N1C=C(C2=CC=CC=C12)C(N)=S indole-3-thiocarboxamide